Br.CC1=CNC(O1)=N 5-methyl-2,3-dihydro-1,3-oxazol-2-imine hydrobromide